CC=1SC=C(C1)C(=O)OC methyl 2-methylthiophene-4-carboxylate